NCCS(=O)(=O)O 2-aminoethane-sulfonic acid